(methylene)bismalonic acid C(C(C(=O)O)C(=O)O)C(C(=O)O)C(=O)O